N[C@@H]1C(CCCC1)(O)C1=C(C2=NC(=CC(=C2S1)NCC=1SC=CC1)Cl)Cl (2S)-2-amino-1-[3,5-dichloro-7-(2-thienylmethylamino)thieno[3,2-b]pyridin-2-yl]cyclohexanol